2-(3-chlorophenyl)-1H-naphthalene ClC=1C=C(C=CC1)C1CC2=CC=CC=C2C=C1